N6-cyclopropyl-N4-[(4,4-dioxo-1,4-oxathian-2-yl)methyl]-5-fluoro-N6-[[4-(trifluoromethyl)phenyl]methyl]pyrimidine-4,6-diamine C1(CC1)N(C1=C(C(=NC=N1)NCC1OCCS(C1)(=O)=O)F)CC1=CC=C(C=C1)C(F)(F)F